2-ethoxyethyl-N-phenylurethane C(C)OCCN(C(=O)OCC)C1=CC=CC=C1